N1(C=CC=C1)CCN1[C@@H]([C@H]([C@@H](CC1)C1=CC(=CC=C1)OCCOC)COC1=CC=C2CNC(C2=C1)=O)C 6-(((2R,3S,4R)-1-(2-(1H-pyrrol-1-yl)ethyl)-4-(3-(2-methoxyethoxy)phenyl)-2-methylpiperidin-3-yl)methoxy)isoindolin-1-one